ClN=C1C(=CC(C=C1Br)=O)Br 2,6-dibromobenzoquinone-chloroimine